2-chloro-5-{2-acetamidoimidazo[1,2-b]pyridazin-6-yl}-N-{[2-fluoro-5-(trifluoromethyl)phenyl]methyl}pyridine-3-carboxamide ClC1=NC=C(C=C1C(=O)NCC1=C(C=CC(=C1)C(F)(F)F)F)C=1C=CC=2N(N1)C=C(N2)NC(C)=O